(1R,5R)-5-hydroxycyclohex-3-ene-1-carboxylic acid ethyl ester C(C)OC(=O)[C@@H]1CC=C[C@@H](C1)O